C(C(=C)C)(=O)OC(=O)OC(C(=C)C)=O methacryloxyketone